[Zn].[Fe] iron zinc salt